ClC=1C=C(C=C(C1)Cl)NCC(=O)N(C)C1=CC=C(C=C1)F 2-[(3,5-dichlorophenyl)amino]-N-(4-fluorophenyl)-N-methyl-acetamide